FC1=CC=C(CCNS(=O)(=O)C2=CC=C(C=C2)C)C=C1 N-(4-fluorophenethyl)-4-methylbenzenesulfonamide